[Si](C1=CC=CC=C1)(C1=CC=CC=C1)(C(C)(C)C)OC1(CN(C1)CCNC(O[C@H]1[C@H](NC[C@@H]1O)CC1=CC=C(C=C1)OC)=O)C#N (2R,3S,4S)-4-hydroxy-2-[(4-methoxyphenyl)methyl]pyrrolidin-3-yl N-(2-{3-[(tert-butyldiphenylsilyl)oxy]-3-cyanoazetidine-1-yl}ethyl)carbamate